BrCC(=O)C=1C=CC2=C(NCCO2)C1 2-bromo-1-(3,4-dihydro-2H-1,4-benzoxazin-6-yl)ethan-1-one